C1(=CC=CC=C1)CC(=O)C=1N=C(SC1C1CNCC1)C1CCC2(CCNCC2)CC1 phenyl(pyrrolidin-3-yl)acetyl(3-azaspiro[5.5]undecan-9-yl)-1,3-thiazol